CN(C1CCC1)CC1=CC(=CC=C1)[N+](=O)[O-] N-methyl-N-[(3-nitrophenyl)methyl]cyclobutanamine